N-[4-(4-Fluorobenzylamino)-6-(prop-2-ynylamino)-[1,3,5]triazin-2-yl]-O,N-dimethyl-hydroxylamine FC1=CC=C(CNC2=NC(=NC(=N2)NCC#C)N(OC)C)C=C1